N-isopropyl-5-(4-isopropyl-5-(8-methyl-[1,2,4]triazolo[1,5-a]pyridin-6-yl)-1H-pyrazol-3-yl)pyridin-3-amine C(C)(C)NC=1C=NC=C(C1)C1=NNC(=C1C(C)C)C=1C=C(C=2N(C1)N=CN2)C